(R)-2-HYDROXY-4-METHYLPENTANOIC ACID O[C@@H](C(=O)O)CC(C)C